COC=1C=C2CCN(CC2=CC1NC1=NC=C(C(=N1)NC1=C(C=CC=C1)N1N=NC=C1)C(=O)N)C 2-[(6-methoxy-2-methyl-1,2,3,4-tetrahydroisoquinolin-7-yl)amino]-4-{[2-(1H-1,2,3-triazol-1-yl)phenyl]amino}pyrimidine-5-carboxamide